2-((2-(((2R,3R,5R)-5-(4-((tertbutoxycarbonyl)amino)-2-oxopyrimidin-1(2H)-yl)-3-((tert-butoxycarbonyl)oxy)-4,4-difluorotetrahydrofuran-2-yl)methoxy)-2-oxoethyl)thio)acetic acid C(C)(C)(C)OC(=O)NC1=NC(N(C=C1)[C@H]1C([C@@H]([C@H](O1)COC(CSCC(=O)O)=O)OC(=O)OC(C)(C)C)(F)F)=O